((2R,3S,5R)-3-(benzoyloxy)-5-(5-fluoro-2,4-dioxo-3,4-dihydropyrimidin-1(2H)-yl)-2-methoxytetrahydrofuran-2-yl)methyl benzoate C(C1=CC=CC=C1)(=O)OC[C@]1(O[C@H](C[C@@H]1OC(C1=CC=CC=C1)=O)N1C(NC(C(=C1)F)=O)=O)OC